FC(C(=O)N)(C1=CC(=CC=C1)O)F difluoro-2-(3-hydroxyphenyl)acetamide